(E,Z)-3,13-octadecadien-1-yl acetate C(C)(=O)OCC\C=C\CCCCCCCC\C=C/CCCC